2-morpholino-6-nitro-5-(piperidin-1-yl)oxazolo[4,5-b]pyridine O1CCN(CC1)C=1OC=2C(=NC(=C(C2)[N+](=O)[O-])N2CCCCC2)N1